1-(5-chloro-2-fluorophenyl)-N-(4-(dimethylamino)phenyl)-5-(quinoxalin-6-yl)-1H-pyrazole-3-carboxyamide ClC=1C=CC(=C(C1)N1N=C(C=C1C=1C=C2N=CC=NC2=CC1)CC(=O)NC1=CC=C(C=C1)N(C)C)F